3-(2-propanyl)phenyl-2-furancarboxamide CC(C)C=1C=C(C=CC1)C1=C(OC=C1)C(=O)N